N-(1'-(6-methyl-2-((3aR,6aS)-5-methylhexahydropyrrolo[3,4-c]pyrrol-2(1H)-yl)pyrimidin-4-yl)-1',2'-dihydrospiro[cyclopropane-1,3'-pyrrolo[3,2-c]pyridin]-6'-yl)acetamide CC1=CC(=NC(=N1)N1C[C@@H]2CN(C[C@@H]2C1)C)N1CC2(C=3C=NC(=CC31)NC(C)=O)CC2